FC1=C(C=C(C=C1)F)[C@H]1N(CC[C@H](C1)NCC1=NC=CC=N1)C(=O)N1CC2(CCCC2)[C@@H](CC1)CN1C=NC(=CC1=O)C1=CC=CC=C1 3-(((R)-7-((2S,4R)-2-(2,5-Difluorophenyl)-4-((pyrimidin-2-ylmethyl)amino)piperidine-1-carbonyl)-7-azaspiro[4.5]decan-10-yl)methyl)-6-phenylpyrimidin-4(3H)-one